FC(C=1C=CC=2N(N1)C(=CN2)C2=NC=NC(=C2)N2C(C(CC(C2)C)CS(=O)(=O)C)C)F 6-(difluoromethyl)-3-[6-[2,5-dimethyl-3-(methylsulfonylmethyl)-1-piperidinyl]pyrimidin-4-yl]imidazo[1,2-b]pyridazin